3-((2-aminoethyl)amino)-2-(((benzyloxy)carbonyl)amino)propanoic acid methyl ester hydrochloride Cl.COC(C(CNCCN)NC(=O)OCC1=CC=CC=C1)=O